C(C)N(C(=O)C1=C(C=CC(=C1)F)C1=CC(=CC=2N1C=NC2)C2CN(CC2)CC2CCC(CC2)NC(OC(C)(C)C)=O)C(C)C Tert-butyl N-(4-{[3-(5-{2-[ethyl(isopropyl)carbamoyl]-4-fluorophenyl}imidazo[1,5-a]pyridin-7-yl)pyrrolidin-1-yl]methyl}cyclohexyl)carbamate